(4-azidophenyl)-5-(p-tolyl)-3-(trifluoromethyl)-1H-pyrazole-4-carbonitrile N(=[N+]=[N-])C1=CC=C(C=C1)N1N=C(C(=C1C1=CC=C(C=C1)C)C#N)C(F)(F)F